CNC(OC1=NC2=CC(=CC=C2C=C1)OCCCCN1CCN(CC1)C1=CC=CC=2SC=CC21)=O 7-(4-(4-(benzo[b]thiophen-4-yl)piperazin-1-yl)butoxy)quinolin-2-yl methylcarbamate